C(CCCCCCCCCCC)SC(=S)SC(C(=O)O)C 2-(((dodecylthio)thiocarbonyl)thio)propionic acid